FC1=CC=C(C=C1)NC(=O)C1(CC1)C(=O)NC1=CC=C(C=C1)OC1=CC=NC2=CC(=C(C=C12)C1=CC=NC=C1)OC 1-N'-(4-fluorophenyl)-1-N-[4-(7-methoxy-6-pyridin-4-ylquinolin-4-yl)oxyphenyl]cyclopropane-1,1-dicarboxamide